1-(5-((2-((2-Methoxy-4-(4-methylpiperazin-1-yl)phenyl)amino)pyridin-4-yl)amino)indolin-1-yl)ethan-1-one COC1=C(C=CC(=C1)N1CCN(CC1)C)NC1=NC=CC(=C1)NC=1C=C2CCN(C2=CC1)C(C)=O